FC=1N=C(SC1CN1[C@H](C[C@H](C1)OC=1C=2N(C=CC1)C=CN2)C)NC(C)=O N-(4-fluoro-5-(((2S,4R)-4-(imidazo[1,2-a]pyridin-8-yloxy)-2-methylpyrrolidin-1-yl)methyl)thiazol-2-yl)acetamide